ClC1=CC=C(C(=N1)OC(F)(F)F)I 6-chloro-3-iodo-2-(trifluoromethoxy)pyridine